O=C1N(C(C=C1)=O)CCCCNC(OC(C)(C)C)=O tert-butyl (4-(2,5-dioxo-2,5-dihydro-1H-pyrrol-1-yl)butyl)carbamate